FC1=C(C2=C(C(=C(C(=C2C(=C1F)F)F)F)F)F)OB(O)O.FC1=C(C(=C(C2=CC=CC=C12)F)F)F tetrafluoronaphthalene (perfluoronaphthyl)borate